1-methyl-N3-(5-(quinoxalin-6-yl)pyrrolo[2,1-f][1,2,4]triazin-2-yl)cyclobutane-1,3-diamine CC1(CC(C1)NC1=NN2C(C=N1)=C(C=C2)C=2C=C1N=CC=NC1=CC2)N